(S)-4-methyl-N-(3-(1-((1-methyl-1H-pyrazolo[3,4-b]pyrazin-6-yl)amino)ethyl)phenyl)-1H-pyrazole-1-carboxamide CC=1C=NN(C1)C(=O)NC1=CC(=CC=C1)[C@H](C)NC1=CN=C2C(=N1)N(N=C2)C